P(=O)(O)(O)O.CC1=CC=CC=C1.CC1=CC=CC=C1.CC1=CC=CC=C1 tris(4-methylbenzene) phosphate